FC(OC1=C(C=CC(=C1)F)[C@@H]1[C@@H](O[C@@]([C@H]1C)(C(F)(F)F)C)C(=O)NC1=CC(=NC=C1)C(=O)N)F 4-((2R,3R,4S,5S)-3-(2-(difluoromethoxy)-4-fluorophenyl)-4,5-dimethyl-5-(trifluoromethyl)tetrahydrofuran-2-carboxamido)picolinamide